4-methyl-1,3-oxazole CC=1N=COC1